(2-methoxypyridin-3-yl)(pyridin-2-yl)methanone COC1=NC=CC=C1C(=O)C1=NC=CC=C1